4-((3-(3-fluoro-4-methoxyphenyl)imidazo[1,2-a]pyrazin-8-yl)amino)-N,2-dimethyl-N-(pyridin-4-ylmethyl)benzamide FC=1C=C(C=CC1OC)C1=CN=C2N1C=CN=C2NC2=CC(=C(C(=O)N(CC1=CC=NC=C1)C)C=C2)C